CC1=CC(=C(C=C1)C(C=1OC(=CC1)C)NC(=O)CC=1C=C2C(=CNC2=CC1)COP(O)(O)=O)N1CCCCC1.[Na].[Na] disodium ({5-[({[4-methyl-2-(piperidin-1-yl)phenyl](5-methylfuran-2-yl)methyl}carbamoyl)methyl]-1H-indol-3-yl}methyloxy)phosphonic acid